S1SC(C(=C1)C=CC(=O)[O-])C=CC(=O)[O-] dithiol-diacrylate